(R)-2-(4-chlorophenyl)-3-(cyclopropylmethylamino)-1-(4-((5R,7R)-7-hydroxy-5-methyl-6,7-dihydro-5H-cyclopenta[d]pyrimidin-4-yl)piperazin-1-yl)propan-1-one ClC1=CC=C(C=C1)[C@@H](C(=O)N1CCN(CC1)C=1C2=C(N=CN1)[C@@H](C[C@H]2C)O)CNCC2CC2